Methyl 3-(di(tert-butoxycarbonyl)amino)-6-formylpyrazine-2-carboxylate C(C)(C)(C)OC(=O)N(C=1C(=NC(=CN1)C=O)C(=O)OC)C(=O)OC(C)(C)C